di(trimethyloloctane) tetraacrylate C(C=C)(=O)O.C(C=C)(=O)O.C(C=C)(=O)O.C(C=C)(=O)O.C(O)C(CCCCCCC)(CO)CO.C(O)C(CCCCCCC)(CO)CO